2-(4-bromophenyl)-[1,2,4]triazolo[1,5-a]pyridine-6-carbonitrile BrC1=CC=C(C=C1)C1=NN2C(C=CC(=C2)C#N)=N1